rel-(2R)-2-(5,6-difluoro-4-methyl-2-oxo-1H-quinolin-3-yl)propanoic acid FC1=C2C(=C(C(NC2=CC=C1F)=O)[C@H](C(=O)O)C)C |o1:13|